dimethyl-3-methyl-6-morpholinopyrrolo[2,1-a]-phthalazine-1,2-dicarboxylic acid CC=1C(=C2C(=NN3C(C2=CC1)=C(C(=C3C)C(=O)O)C(=O)O)N3CCOCC3)C